ClC=1C(=NC(=NC1)NC1=C(C=C(C(=C1)CC)N1CCC(CC1)N1CC2N(C(C1)C2)C)OC)NC2=CC=C(C(=C2P(C)(C)=O)C)C (6-((5-Chloro-2-((5-ethyl-2-methoxy-4-(4-(6-methyl-3,6-diazabicyclo[3.1.1]Heptane-3-yl)piperidin-1-yl)phenyl)amino)pyrimidin-4-yl)amino)-2,3-dimethylphenyl)dimethylphosphine oxide